Gadolinium 2,2',2''-(10-{1-carboxy-2-[4-(2,2,3,3-tetrafluoropropoxy)phenyl]ethyl}-1,4,7,10-tetraazacyclododecan-1,4,7-triyl)triacetat C(=O)(O)C(CC1=CC=C(C=C1)OCC(C(F)F)(F)F)N1CCN(CCN(CCN(CC1)CC(=O)[O-])CC(=O)[O-])CC(=O)[O-].[Gd+3]